(1S,3S,4S)-3-acetamido-N-((S)-(3-chloro-2,6-difluorophenyl)(4-fluorobicyclo[2.2.1]hept-1-yl)methyl)-4-hydroxycyclopentane-1-carboxamide C(C)(=O)N[C@H]1C[C@@H](C[C@@H]1O)C(=O)N[C@@H](C12CCC(CC1)(C2)F)C2=C(C(=CC=C2F)Cl)F